1-(pyridine-3-sulfonyl)-4-phenylpiperazine N1=CC(=CC=C1)S(=O)(=O)N1CCN(CC1)C1=CC=CC=C1